2-(cyano-dimethyl-methoxy)-2'-fluoro-5'-methoxy-biphenyl-4-carboxylic acid methyl ester COC(=O)C1=CC(=C(C=C1)C1=C(C=CC(=C1)OC)F)OC(C)(C)C#N